dec-4-yl-silane CCCC(CCCCCC)[SiH3]